C(C)(C)(C)OC(=O)N1CCN(CC1)C=1C=CC=2C3=C(N(C2C1)C)C=CN=C3 4-(5-methylpyrido[4,3-b]indol-7-yl)piperazine-1-carboxylic acid tert-butyl ester